(S)-tert-butyl (1-((5-bromo-3-methylpyridin-2-yl)oxy)-2,4-dimethylpentan-2-yl)carbamate BrC=1C=C(C(=NC1)OC[C@@](CC(C)C)(C)NC(OC(C)(C)C)=O)C